O1CCN(CC1)C1=NC(=NC(=C1)NC=1SC(=CN1)C=1OC(=NN1)C1=CC=CC=C1)NC12CCC(CC1)(CC2)O 4-((4-morpholino-6-((5-(5-phenyl-1,3,4-oxadiazol-2-yl)thiazol-2-yl)amino)pyrimidine-2-yl)amino)bicyclo[2.2.2]octan-1-ol